1,3-dimethyl-2-pyridinone CN1C(C(=CC=C1)C)=O